BrC=1C(=C2C=NNC(C2=CC1)=O)F 6-bromo-5-fluorophthalazin-1(2H)-one